NC1=NC=C(N=C1C=1C=NN(C1)C1CC1)C1=CC=C(C=C1)C(F)F 2-amino-3-(1-cyclopropyl-1H-pyrazol-4-yl)-5-(4-(difluoromethyl)phenyl)pyrazine